[Br-].C1(CCCCC1)[Zn+] Cyclohexylzinc bromide